ClC1=NC=CC(=C1C1=NC2=C(N1)C=CC=C2)C2=C(C=CC=C2)Cl 2-(2-chloro-4-(2-chlorophenyl)pyridin-3-yl)-1H-benzo[d]imidazole